FC(C=1C=CC2=C(NC3=CC=CC=C23)N1)(F)F (s)-2-(trifluoromethyl)-9H-pyrido[2,3-b]indole